tert-butyl 2-(diethoxyphosphoryl)-3-(3-(4-propylbenzyl)-1,2,4-oxadiazol-5-yl)propanoate C(C)OP(=O)(OCC)C(C(=O)OC(C)(C)C)CC1=NC(=NO1)CC1=CC=C(C=C1)CCC